C1(=CC=CC=C1)C(=NNC1=CC(=C(C(=C1)C)F)C)C1=CC=CC=C1 1-(Diphenylmethylene)-2-(4-fluoro-3,5-dimethylphenyl)hydrazine